(S)-TERT-BUTYL 6'-CHLORO-5-(((1R,2R)-2-(HYDROXYMETHYL)-2-METHYLCYCLOBUTYL)METHYL)-3',4,4',5-TETRAHYDRO-2H,2'H-SPIRO[BENZO[B][1,4]OXAZEPINE-3,1'-NAPHTHALENE]-7-CARBOXYLATE ClC=1C=C2CCC[C@]3(C2=CC1)CN(C1=C(OC3)C=CC(=C1)C(=O)OC(C)(C)C)C[C@H]1[C@](CC1)(C)CO